tert-butyl (R)-3-((4-methyl-3-((1-(4-(piperidin-4-ylethynyl)-3-(thiophen-2-yl)phenyl)ethyl)carbamoyl)phenyl)amino)azetidine-1-carboxylate CC1=C(C=C(C=C1)NC1CN(C1)C(=O)OC(C)(C)C)C(N[C@H](C)C1=CC(=C(C=C1)C#CC1CCNCC1)C=1SC=CC1)=O